sulfanyl-ethanone hydrochloride Cl.SC(C)=O